C(C)N[C@@H](C(C)C)C(=O)N[C@@H](C)C(=O)OC([C@@H](N)CCCCNC(=O)OC(C)(C)C)=O ethyl-L-valyl-L-alanyl-N6-(tert-butoxycarbonyl)-L-lysinat